(1r,4r)-4-((5-(3-(2,2-difluoroethyl)-2-methyl-3H-imidazo[4,5-b]pyridin-5-yl)-4-(methylamino)-7H-pyrrolo[2,3-d]pyrimidin-2-yl)amino)-N,N-dimethylcyclohexane-1-carboxamide FC(CN1C(=NC=2C1=NC(=CC2)C2=CNC=1N=C(N=C(C12)NC)NC1CCC(CC1)C(=O)N(C)C)C)F